N[C@H](CC1=C(C2=NC(=CC(=C2S1)NCC=1SC=CN1)Cl)C1CC1)CF 2-[(2R)-2-amino-3-fluoropropyl]-5-chloro-3-cyclopropyl-N-[(1,3-thiazol-2-yl)methyl]thieno[3,2-b]pyridin-7-amine